C(OC[C@H]1O[C@@]([C@@H]2OC(CC(CC(O[C@@H]21)=O)(C)C)=O)(C#N)C2=CC=C1C(=NC=NN12)N)(OCC)=O ((7aR,8R,10R,10aR)-10-(4-aminopyrrolo[2,1-f][1,2,4]triazin-7-yl)-10-cyano-4,4-dimethyl-2,6-dioxooctahydro-2H-furo[3,4-b][1,4]dioxonin-8-yl)methyl ethyl carbonate